C(C)[SeH] ethaneselenol